O[C@H](C(=O)[O-])CC(=O)[O-] (S)-hydroxysuccinate